1-(((S)-tetrahydrofuran-2-yl)methyl)-1H-benzo[d]imidazole-6-carboxylic acid O1[C@@H](CCC1)CN1C=NC2=C1C=C(C=C2)C(=O)O